diazabicyclo(2.2.2)octane N12NCC(CC1)CC2